t-Butyldimethyl-silicon C(C)(C)(C)[Si](C)C